pregnanone acetate C(C)(=O)O.CC([C@H]1CC[C@H]2[C@@H]3CCC4CCCC[C@]4(C)[C@H]3CC[C@]12C)=O